O1C(CCC1)C(C)(C)C1OCCC1 2,2-di(2-tetrahydrofuryl)propane